C(C1=CC=CC=C1)N(CCC(C(=O)[O-])C(C(=O)[O-])=O)CC1=CC=CC=C1 2-(2-(dibenzylamino)ethyl)-3-oxosuccinate